N,N,N-trimethyl-3-[(2-methyl-1-oxo-2-propenyl)amino]-1-propylammonium chloride [Cl-].C[N+](C)(C)CCCNC(C(=C)C)=O